BrC=1C=C(C=C(C1)C)CC#N (3-bromo-5-methylphenyl)acetonitrile